[Si](C)(C)(C(C)(C)C)NS(=O)(=O)C1=CON2C(=C1)C[C@@H](N2)OC (S)-N-(tert-butyldimethylsilyl)-6-methoxy-6,7-dihydro-5H-pyrazolo[5,1-b][4,3]oxazine-3-sulfonamide